(1S,4R,5S)-2-(5-{2',7-dimethyl-1H,2'H-[3,4'-biindazol]-1-yl}pyridin-2-yl)-2-azabicyclo[2.2.2]octane-5-carboxylic acid CN1N=C2C=CC=C(C2=C1)C1=NN(C2=C(C=CC=C12)C)C=1C=CC(=NC1)N1[C@@H]2C[C@@H]([C@H](C1)CC2)C(=O)O